(E)-3-(Dimethyl-amino)-1-(2-(trifluoromethyl)phenyl)prop-2-en-1-one methyl-2-(8-bromo-9-(methoxymethyl)-7-methyl-4-oxopyrido[3',2':4,5]thieno[3,2-d][1,2,3]triazin-3(4H)-yl)benzoate COC(C1=C(C=CC=C1)N1N=NC2=C(C1=O)SC1=C2C(=C(C(=N1)C)Br)COC)=O.CN(/C=C/C(=O)C1=C(C=CC=C1)C(F)(F)F)C